(1R,2S,5S)-3-((S)-3-cyclopropyl-2-(pyrimidin-5-ylamino)propanoyl)-6,6-dimethyl-3-azabicyclo[3.1.0]hexane-2-carboxylic acid C1(CC1)C[C@@H](C(=O)N1[C@@H]([C@H]2C([C@H]2C1)(C)C)C(=O)O)NC=1C=NC=NC1